[Cl-].[Cl-].C[Si](C)(C)CC1(C=CC=C1)[Hf+2]C1(C=CC=C1)C[Si](C)(C)C bis-(trimethylsilylmethylcyclopentadienyl)hafnium dichloride